2-allyl-6-((1-(3-fluoropropyl)-1H-indazol-5-yl)amino)-1-(6-((1-methylpiperidin-4-yl)oxy)pyridin-2-yl)-1,2-dihydro-3H-pyrazolo[3,4-d]pyrimidin-3-one C(C=C)N1N(C2=NC(=NC=C2C1=O)NC=1C=C2C=NN(C2=CC1)CCCF)C1=NC(=CC=C1)OC1CCN(CC1)C